C(C)(C)(C)OC(=O)N1CC(C(CC1)C1=CC=C2C(=NN(C2=C1)C)N1C(NC(CC1)=O)=O)F 4-[3-(2,4-dioxohexahydropyrimidin-1-yl)-1-methyl-indazol-6-yl]-3-fluoro-piperidine-1-carboxylic acid tert-butyl ester